FC(=CC1=CC(=C(C=C1)F)F)F 4-(2,2-difluorovinyl)-1,2-difluorobenzene